CC=1C=C(C=CC1)S(=O)(=O)C1N(CCNC1)C(=O)[O-] 3-methylphenyl-sulfonyl-piperazine-1-carboxylate